(R)-2-amino-5-(4-chloro-3-fluorophenyl)-4-oxo-4,5-dihydrofuran-3-yl-5-d phenylmethanesulfonate C1(=CC=CC=C1)CS(=O)(=O)OC1=C(O[C@](C1=O)([2H])C1=CC(=C(C=C1)Cl)F)N